NC1=CC(=CC(=N1)C1=CC=C(C=C1)O)CN1CCOCC1 4-(6-amino-4-(morpholinomethyl)pyridin-2-yl)phenol